N(=[N+]=[N-])[C@H](C(=O)N1[C@@H]([C@H]([C@H](C1)O)F)C(=O)N[C@@H](CO)C1=CC=C(C=C1)C1=C(N=CS1)C)C(C)C (2R,3R,4S)-1-((S)-2-azido-3-methylbutyryl)-3-fluoro-4-hydroxy-N-((R)-2-hydroxy-1-(4-(4-methylthiazol-5-yl)phenyl)ethyl)pyrrolidine-2-carboxamide